2-amino-6-borono-2-(2-(4,5-dihydrothieno[2,3-c]pyridin-6(7H)-yl)ethyl)hexanoic acid NC(C(=O)O)(CCCCB(O)O)CCN1CC2=C(CC1)C=CS2